C(C1=CC=CC=C1)N(C=1C(=C2C(=CC1)[C@@H](OC[C@]21CC=2N=C(N=C(C2CO1)Cl)SC)C)Br)CC1=CC=CC=C1 |r| (1SR,4SR)-N,N-dibenzyl-5-bromo-4'-chloro-1-methyl-2'-(methylthio)-5',8'-dihydrospiro[isochromane-4,7'-pyrano[4,3-d]pyrimidin]-6-amine